(l)-2,6-dibromophenol BrC1=C(C(=CC=C1)Br)O